(2S,4R)-6-chloro-4-hydroxy-N-[3-(4-{[cis-3-(trifluoromethoxy)cyclobutyl]oxy}-1H-pyrazol-1-yl)bicyclo[1.1.1]pentan-1-yl]-3,4-dihydro-2H-1-benzopyran-2-carboxamide ClC=1C=CC2=C([C@@H](C[C@H](O2)C(=O)NC23CC(C2)(C3)N3N=CC(=C3)O[C@@H]3C[C@@H](C3)OC(F)(F)F)O)C1